3-cyclopropyl-5-nitrobenzonitrile C1(CC1)C=1C=C(C#N)C=C(C1)[N+](=O)[O-]